2-Phenyl-5-(2-methylthiazol-4-ylethynyl)pyridine C1(=CC=CC=C1)C1=NC=C(C=C1)C#CC=1N=C(SC1)C